(1R,2S,5R)-N-ethyl-2-isopropyl-5-methylcyclohexanecarboxamide C(C)NC(=O)[C@H]1[C@@H](CC[C@H](C1)C)C(C)C